BrC1=C(C=CC=C1)[C@@H]1CN(CCN1)C1=C2C(=NC=C1)NC=N2 |r| (R/S)-7-(3-(2-bromophenyl)piperazin-1-yl)-3H-imidazo[4,5-b]pyridine